ClC1=C(C=C(C(=C1)F)C1=NC=C(C=C1Cl)C(F)(F)F)C1=NOC(C1)C 3-(2-chloro-5-(3-Chloro-5-(trifluoromethyl)pyridin-2-yl)-4-fluorophenyl)-5-methyl-4,5-dihydroisoxazole